4-(2-((R)-3-((R or S)-3,3-dimethyloxetan-2-yl)-1-(pyridin-2-ylmethyl)pyrrolidin-3-yl)ethyl)benzonitrile CC1([C@H](OC1)[C@]1(CN(CC1)CC1=NC=CC=C1)CCC1=CC=C(C#N)C=C1)C |o1:2|